C[C@]1(CC[C@@H]2C(=CC[C@@H]3[C@@]2(CCC[C@]3(C)CO)C)C1)C=C The molecule is a pimarane diterpenoid that is pimarane which has been dehyrogenated to introduce double bonds at positions 7-8 and 15-16, which has a beta-hydrogen in place of an alpha-hydrogen at position 9, and in which one of the hydrogens of the beta-methyl group at position 4 has been replaced by a hydroxy group. It is a pimarane diterpenoid and a primary alcohol.